BrC=1C=NC2=CC=C(C=C2C1)C=1N=CN(C1C1=C(C=CC(=C1)Cl)F)COCC[Si](C)(C)C 3-bromo-6-(5-(5-chloro-2-fluorophenyl)-1-((2-(trimethylsilyl)ethoxy)-methyl)-1H-imidazol-4-yl)quinoline